C(CC1=CC=CC=C1)C1=NOC(O1)=O 3-Phenethyl-1,4,2-dioxazol-5-one